CC=1C=2N(C=CC1)N=CC2 4-methylpyrazolo[1,5-a]pyridin